BrC=1C=C(C=C(C1)F)N(C=1C2=C(N=C(N1)NN)N=CC(=C2)F)CC(F)F N-(3-bromo-5-fluoro-phenyl)-N-(2,2-difluoroethyl)-6-fluoro-2-hydrazino-pyrido[2,3-d]pyrimidin-4-amine